C1(CCCC1)C=1N=CC=C2C1SC(=C2C)C2=NC(=NC=C2F)NC2=NC=C(C=C2)N2CCN(CC2)C 4-(7-Cyclopentyl-3-methylthieno[2,3-c]pyridin-2-yl)-5-fluoro-N-(5-(4-methylpiperazin-1-yl)pyridin-2-yl)pyrimidin-2-amine